3-fluoro-5-(trifluoromethyl)benzene-1-carboxamide FC=1C=C(C=C(C1)C(F)(F)F)C(=O)N